C1(NCCC2=C1NC1=CC=CC=C21)C2=CC=C(C#N)C=C2 4-(2,3,4,9-tetrahydro-1H-pyrido[3,4-b]indol-1-yl)benzonitrile